2-hydroxyethanesulfonic acid 2,4,6-trimethylpyridine salt CC1=NC(=CC(=C1)C)C.OCCS(=O)(=O)O